FC(C(=O)O)(F)F.CN1C(CC(CC1)N(C=1SC=2N=C(SC2N1)C=1C=CC(=C2C=CNC12)N1N=CC=N1)C)C N-(1,2-Dimethylpiperidin-4-yl)-N-methyl-5-[4-(2H-1,2,3-triazol-2-yl)-1H-indol-7-yl][1,3]thiazolo[5,4-d][1,3]thiazol-2-amin Trifluoroacetat